1,2-diphenylethyl((S)-4-methyl-1-oxo-1-(((S)-1-oxo-3-((S)-2-oxopyrrolidin-3-yl)propan-2-yl)amino)pentan-2-yl)carbamate C1(=CC=CC=C1)C(CC1=CC=CC=C1)OC(N[C@H](C(N[C@H](C=O)C[C@H]1C(NCC1)=O)=O)CC(C)C)=O